O=C1NC(CCC1N1C(C=2C=C3C(=CC2C1=O)CC1(CNCC1)C3)=O)=O 2-(2,6-dioxopiperidin-3-yl)-5,7-dihydro-1H-spiro[cyclopenta[f]isoindole-6,3'-pyrrolidine]-1,3(2H)-dione